FC(OC1=CC=C(C=N1)C=1N=C(NC(C1)=O)C=1C(=C(CNC(C(C)C)=O)C=CC1C(F)(F)F)F)F N-(3-{4-[6-(difluoromethoxy)pyridin-3-yl]-6-oxo-1,6-dihydropyrimidin-2-yl}-2-fluoro-4-(trifluoromethyl)benzyl)isobutyramide